N,N-dioctyl-2-bromo-ethylamine C(CCCCCCC)N(CCCCCCCC)CCBr